((1s,3s)-3-Hydroxy-3-methylcyclobutyl)(7-((1-methyl-1H-pyrrolo[2,3-b]pyridin-6-yl)methyl)-2-azaspiro[3.5]nonan-2-yl)methanone OC1(CC(C1)C(=O)N1CC2(C1)CCC(CC2)CC2=CC=C1C(=N2)N(C=C1)C)C